1-benzyl-2-p-chlorostyryl-4-p-chlorobenzylidene-5-pyrrolidone-2-amide C(C1=CC=CC=C1)N1C(CC(C1=O)=CC1=CC=C(C=C1)Cl)(C(=O)N)C=CC1=CC=C(C=C1)Cl